(7-methyl-4-(piperidin-3-ylamino)phthalazin-1-yl)benzonitrile CC1=CC=C2C(=NN=C(C2=C1)C1=C(C#N)C=CC=C1)NC1CNCCC1